CCCCCCCC cis-octane